O1CCNCCOCCOCCNCCOCC1 1,7,10,16-tetraoxa-4,13-diazacyclooctadecane